7-methyl-2-(methylthio)pyrido[2,3-d]pyrimidin-6-yl trifluoromethanesulfonate FC(S(=O)(=O)OC1=CC2=C(N=C(N=C2)SC)N=C1C)(F)F